O1NC=CC=C1 2H-1,2-oxazin